tert-butyl 2-(2-phenylethyl)-2,7-diazaspiro[3.5]nonane-7-carboxylate C1(=CC=CC=C1)CCN1CC2(C1)CCN(CC2)C(=O)OC(C)(C)C